CNC1(CCCC1)CN 1-Methylamino-1-aminomethyl-cyclopentan